C(C)C=1N(C=CN1)CC1=C(C=C(C=C1)C1=C(SC(=C1)CC(C)C)S(=O)(=O)NC(NCC1=CC=C(C=C1)F)=O)F 3-[(3-{4-[(2-ethyl-1H-imidazol-1-yl)methyl]-3-fluorophenyl}-5-(2-methylpropyl)thiophen-2-yl)sulfonyl]-1-[(4-fluorophenyl)methyl]urea